FC(C(=CC)C=C(CC)C(F)(F)F)(F)F 3,5-bis(trifluoromethyl)hepta-2,4-diene